4-Fluoro-1-methyl-2-(4-(methylsulfonyl)phenyl)-5-(1-(8-(oxetan-3-ylmethyl)-8-azabicyclo[3.2.1]octan-3-yl)piperidin-4-yl)-1H-benzo[d]imidazol FC1=C(C=CC=2N(C(=NC21)C2=CC=C(C=C2)S(=O)(=O)C)C)C2CCN(CC2)C2CC1CCC(C2)N1CC1COC1